2-[(3,5-dimethoxyphenyl)[3-(1-methyl-1H-pyrazol-4-yl)-6-quinoxalinyl]amino]ethanol COC=1C=C(C=C(C1)OC)N(CCO)C=1C=C2N=C(C=NC2=CC1)C=1C=NN(C1)C